1-(2-chlorobenzoyl)-N-[(1r,3s)-3-{[2-(trifluoromethyl)quinolin-4-yl]amino}cyclohexyl]piperidine-4-carboxamide ClC1=C(C(=O)N2CCC(CC2)C(=O)N[C@H]2C[C@H](CCC2)NC2=CC(=NC3=CC=CC=C23)C(F)(F)F)C=CC=C1